FC(C=1C(=C(C=CC1)[C@@H](C)NC=1C2=C(N=C(N1)C)N=C(C(=C2)N2CCS(CC2)(=O)=O)OC)F)F (R)-4-(4-((1-(3-(difluoromethyl)-2-fluorophenyl)ethyl)amino)-7-methoxy-2-methylpyrido[2,3-d]pyrimidin-6-yl)thiomorpholine 1,1-dioxide